2-methyl-1H-pyrrol CC=1NC=CC1